N-(2-chloro-5-iodopyridin-4-yl)methanesulfonamide ClC1=NC=C(C(=C1)NS(=O)(=O)C)I